ClC=1C=C(C=C(C1)Cl)C=1OC2=C(N1)C=CC(=C2)C(=O)NCCOC 2-(3,5-dichlorophenyl)-N-(2-methoxyethyl)benzo[d]oxazole-6-carboxamide